4-[1-(4-fluorophenyl)-3-hydroxy-propyl]piperidine-1-carboxylic acid tert-butyl ester C(C)(C)(C)OC(=O)N1CCC(CC1)C(CCO)C1=CC=C(C=C1)F